C(C)C1=CN=CCN1C 6-ethyl-N-methyl-pyrazine